1-amino-1-deoxy-sorbitol NC[C@H](O)[C@@H](O)[C@H](O)[C@H](O)CO